C[C@@H]1CN(C[C@@H](O1)C)C1=CC=CC(=N1)C=1N=C2C(=NC1)C=NC(=C2)CN [2-[6-[(2R,6S)-2,6-dimethylmorpholin-4-yl]-2-pyridyl]pyrido[3,4-b]pyrazin-7-yl]methanamine